ClC1=C(C(=C2C(=N1)N(C=C2)[C@@H]2[C@@H]([C@@H]([C@H](O2)COP(=O)(O)CP(O)(O)=O)O)O)NC2CCCC2)C#N |&1:10| [[(2R,3S,4R,SR)-5-[6-chloro-5-cyano-4-(cyclopentylamino)pyrrolo[2,3-b]pyridin-1-yl]-3,4-dihydroxy-tetrahydrofuran-2-yl]methoxy-hydroxy-phosphoryl]methylphosphonic acid